N1-[3-({3-[2-(dimethylamino)ethoxy]-5-nitro-6-quinoxalinyl}amino)-2,4-difluorophenyl]-1-propanesulfonamide CN(CCOC=1C=NC2=CC=C(C(=C2N1)[N+](=O)[O-])NC=1C(=C(C=CC1F)NS(=O)(=O)CCC)F)C